2,2'-bis(di-3,5-xylylphosphino)-5,5',6,6',7,7',8,8'-octahydro-1,1'-binaphthyl C1(=CC(=CC(=C1)C)C)P(C1=C(C=2CCCCC2C=C1)C1=C(C=CC=2CCCCC12)P(C1=CC(=CC(=C1)C)C)C1=CC(=CC(=C1)C)C)C1=CC(=CC(=C1)C)C